ClC(=CC1=CN=C(N1C)C(=O)OCC)C(F)(F)F Ethyl 5-(2-chloro-3,3,3-trifluoroprop-1-en-1-yl)-1-methyl-1H-imidazole-2-carboxylate